P(=S)(O)(F)C#N.P(=S)(O)(F)C#N.P(=S)(O)(F)C#N.C(C(=O)O)(=O)O oxalic acid trithiocyanofluorophosphate